OC(CN(CCCN(C(CN(C)CC(N(C)CCCN(CC(CCCCCCCC)O)CC(CCCCCCCC)O)=O)=O)C)CC(CCCCCCCC)O)CCCCCCCC N-{3-[bis(2-hydroxydecyl)amino]propyl}-N-methyl{[({3-[bis(2-hydroxydecyl)amino]propyl}-N-methylcarbamoyl)methyl]-N-methylamino}acetamide